(1-(3-(4-fluorophenyl)cyclopentyl)-1H-pyrazol-4-yl)methanol FC1=CC=C(C=C1)C1CC(CC1)N1N=CC(=C1)CO